methoxy-N-(5-methyl-1H-pyrazol-3-yl)pyrimidin-4-amine COC1=NC=CC(=N1)NC1=NNC(=C1)C